C(CC)NC(NCCC)C=CC[SiH3] bis(n-propylamino)methylallylsilane